(6aR)-8-acryloyl-3-(2-chlorophenyl)-4-fluoro-1-(4-hydroxy-2,2-dimethylpyrrolidin-1-yl)-6,6a,7,8,9,10-hexahydro-12H-pyrazino[2,1-c]pyrido[3,4-f][1,4]oxazepin-12-one C(C=C)(=O)N1C[C@@H]2COC3=C(C(N2CC1)=O)C(=NC(=C3F)C3=C(C=CC=C3)Cl)N3C(CC(C3)O)(C)C